(4-((5-carbamoyl-1H-benzo[d]imidazol-1-yl)methyl)-3-methylphenyl)boronic acid C(N)(=O)C1=CC2=C(N(C=N2)CC2=C(C=C(C=C2)B(O)O)C)C=C1